N-(L-alanyl)-S-benzoyl-L-cysteine trifluoroacetic acid salt FC(C(=O)O)(F)F.N[C@@H](C)C(=O)N[C@@H](CSC(C1=CC=CC=C1)=O)C(=O)O